3-oxopropyl-pyrrolidine-1-carboxylic acid tert-butyl ester C(C)(C)(C)OC(=O)N1C(CCC1)CCC=O